CC1=CC=C(C=C1)S(=O)(=O)O[C@H]1[C@H](O[C@@H]2OC(O[C@@H]21)(C)C)[C@@H]2OC(OC2)(C)C [(3aR,5R,6S,6aR)-5-[(4R)-2,2-dimethyl-1,3-dioxolan-4-yl]-2,2-dimethyl-3a,5,6,6a-tetrahydrofuro[2,3-d][1,3]dioxol-6-yl] 4-methylbenzenesulfonate